N1CC(=CC1)C1=CC=C(C=C1)N1N=CC2=CC(=CC=C12)C=1C(=NNC1)C1=NC(=CC=C1)C 1-[4-(2,5-dihydro-1H-pyrrol-3-yl)phenyl]-5-[3-(6-methylpyridin-2-yl)-1H-pyrazol-4-yl]indazole